NC1=CC(=C(OC2=CC=C(C=C2)CCC2CCN(CC2)C(=O)OC(C)(C)C)C=C1)C=1C2=C(C(N(C1)C)=O)N(C=C2)S(=O)(=O)C2=CC=C(C=C2)C tert-butyl 4-[2-[4-[4-amino-2-[6-methyl-7-oxo-1-(p-tolylsulfonyl)pyrrolo[2,3-c]pyridin-4-yl]phenoxy]phenyl]ethyl]piperidine-1-carboxylate